6-((1-((1-hydroxy-2-methylpropan-2-yl)sulfonyl)cyclopropyl)methyl)-7-oxo-4,5,6,7-tetrahydro-1H-pyrazolo[3,4-c]pyridine-3-carboxamide OCC(C)(C)S(=O)(=O)C1(CC1)CN1C(C2=C(CC1)C(=NN2)C(=O)N)=O